FC=1C=C(C=CC1OC=1C=C2C=NN(C2=CC1C=1C=NNC1)C)NC(=O)C=1C(N(C(=CC1)OC)C1=CC=C(C=C1)F)=O N-(3-fluoro-4-(1-methyl-6-(1H-pyrazol-4-yl)-1H-indazol-5-yloxy)phenyl)-1-(4-fluorophenyl)-6-methoxy-2-oxo-1,2-dihydropyridine-3-carboxamide